tert-Butyl rac-3-[[(1S,3R)-3-[[tert-butyl(diphenyl)silyl]oxymethyl]-2,2-dimethylcyclopropyl]methoxy]propanoate [Si](C1=CC=CC=C1)(C1=CC=CC=C1)(C(C)(C)C)OC[C@H]1C([C@H]1COCCC(=O)OC(C)(C)C)(C)C |r|